6-[1-hydroxy-2-(methylsulfanyl)ethyl]-4-(trifluoromethyl)-2,3-dihydroisoindol-1-one OC(CSC)C1=CC(=C2CNC(C2=C1)=O)C(F)(F)F